N-(3-chloro-2-fluorophenyl)-7-((5,7-dimethyl-2-oxa-5-azaspiro[3.4]octan-7-yl)ethynyl)-6-nitroquinazolin-4-amine ClC=1C(=C(C=CC1)NC1=NC=NC2=CC(=C(C=C12)[N+](=O)[O-])C#CC1(CN(C2(COC2)C1)C)C)F